O=C(C(=O)[O-])CCC(=O)[O-].[K+].[K+] potassium α-ketoglutarate